C(CCCCCCCCCCC)OCCOCCOCCOCCOCCOCCOCCOCCOCCO nOnaethylene glycol monododecyl ether